8-ethyl-7-fluoro-3-hydroxynaphthal C(C)C=1C(=CC=C2C=C(C=C(C12)C=O)O)F